CC1=NC=C2N1C=C(C=C2)C(=O)O 3-methylimidazo[1,5-a]pyridine-6-carboxylic acid